C(=O)(O)COCC(=O)O bis-(carboxymethyl)ether